5-(benzofuran-2-yl)-4-bromo-1-methyl-1H-pyrazole O1C(=CC2=C1C=CC=C2)C2=C(C=NN2C)Br